4-amino-N-methyl-N-((3S)-6-(penta-fluoro-lambda~6~-sulfanyl)-2,3-dihydro-1-benzo-furan-3-yl)-1,3-dihydrofuro[3,4-c]-[1,7]naphthyridine-8-carboxamide NC1=NC=2C=NC(=CC2C2=C1COC2)C(=O)N([C@@H]2COC1=C2C=CC(=C1)S(F)(F)(F)(F)F)C